1-((4-aminopyrimidin-2-yl)methyl)-4-(1-(4-(trifluoromethyl)phenyl)-1H-indazol-3-yl)pyridin-2(1H)-one NC1=NC(=NC=C1)CN1C(C=C(C=C1)C1=NN(C2=CC=CC=C12)C1=CC=C(C=C1)C(F)(F)F)=O